[Na+].C(\C=C/C(=O)[O-])(=O)[O-].CC(C)=C.CC(C)=C.[Na+] diisobutylene maleate sodium salt